C1(CCCC1)[C@@H](C(=O)OCCBr)C 2-bromoethyl (S)-2-cyclopentylpropanoate